(3-((3S,4S)-4-amino-3-methyl-2-oxa-8-azaspiro[4.5]decan-8-yl)-6-((8-chloro-2-(methoxymethyl)imidazo[1,2-a]pyridin-7-yl)thio)-5-methylpyrazin-2-yl)methanol hydrochloride Cl.N[C@@H]1[C@@H](OCC12CCN(CC2)C=2C(=NC(=C(N2)C)SC2=C(C=1N(C=C2)C=C(N1)COC)Cl)CO)C